ClC=1C=C(C=CC1)[C@]1(OCC1)CN [(2S)-2-(3-chlorophenyl)oxetan-2-yl]methanamine